O.O.O.S(N)(O)(=O)=O sulfamic acid trihydrate